3-((trans-3-(5-(5-ethoxypyridin-2-yl)-4-(2-fluorophenyl)-4H-1,2,4-triazol-3-yl)cyclobutyl)carbamoyl)pyridine 1-oxide C(C)OC=1C=CC(=NC1)C=1N(C(=NN1)[C@@H]1C[C@H](C1)NC(=O)C=1C=[N+](C=CC1)[O-])C1=C(C=CC=C1)F